OC1=C(N=C(N(C1=O)C)C1=CC(=CC(=C1)N1CCN(CC1)C)C)C(=O)NC=1C=NOC1 5-hydroxy-N-(isoxazol-4-yl)-1-methyl-2-(3-methyl-5-(4-methylpiperazin-1-yl)phenyl)-6-oxo-1,6-dihydropyrimidine-4-carboxamide